(Z)-6-((2,6-dimethoxybenzyl)sulfonyl)-2-(4-(4-methylpiperazin-1-yl)benzylidene)-2H-benzo[b][1,4]thiazin-3(4H)-one COC1=C(CS(=O)(=O)C2=CC3=C(S\C(\C(N3)=O)=C/C3=CC=C(C=C3)N3CCN(CC3)C)C=C2)C(=CC=C1)OC